N-(5-(3,5-difluorobenzyl)-1H-indazol-3-yl)-4-(4-(1-(4-(2,4-dioxotetrahydropyrimidin-1(2H)-yl)benzyl)piperidin-4-yl)piperazin-1-yl)-2-((tetrahydro-2H-pyran-4-yl)amino)benzamide FC=1C=C(CC=2C=C3C(=NNC3=CC2)NC(C2=C(C=C(C=C2)N2CCN(CC2)C2CCN(CC2)CC2=CC=C(C=C2)N2C(NC(CC2)=O)=O)NC2CCOCC2)=O)C=C(C1)F